meta-xylenesulfonic acid C1(CC(=CC=C1)C)(C)S(=O)(=O)O